2,6-bis(3-maleimidophenoxy)toluene C1(C=CC(N1C=1C=C(OC2=C(C)C(=CC=C2)OC2=CC(=CC=C2)N2C(C=CC2=O)=O)C=CC1)=O)=O